C(C(C)C)C1OCCC(C1)=C 2-isobutyl-4-methylenetetrahydro-2H-pyran